(R or S)-5-(2-(3-(2-(5-fluoro-thiophen-2-yl)ethyl)-3-(1-methyl-1H-imidazol-2-yl)pyrrolidin-1-yl)propan-2-yl)-2-methylpyridine citrate C(CC(O)(C(=O)O)CC(=O)O)(=O)O.FC1=CC=C(S1)CC[C@@]1(CN(CC1)C(C)(C)C=1C=CC(=NC1)C)C=1N(C=CN1)C |o1:21|